6-azaspiro[2.5]-octane-6-carboxylate C1CC12CCN(CC2)C(=O)[O-]